(E)-4-((8-Methoxy-9-((3-methoxybenzyl)oxy)-2,2-dimethyl-7-(3-methylbut-2-en-1-yl)-6-oxo-2H,6H-pyrano[3,2-b]xanthen-5-yl)oxy)but-2-enoic acid COC=1C(=CC=2OC=3C=C4C(=C(C3C(C2C1CC=C(C)C)=O)OC/C=C/C(=O)O)C=CC(O4)(C)C)OCC4=CC(=CC=C4)OC